C(C)(=O)[O-].[Fe+2].N1C=NC=C1.C(C)(=O)[O-] imidazole iron acetate